CC(CCCCCCC/C=C/C(=O)O)C (E)-11-methyldodecane-2-enoic acid